BrC1=CC=C(C=C1)B1OC(CO1)(C)C 2-(4-bromophenyl)-5,5-dimethyl-1,3,2-dioxaborolan